NC1=NC(=CC(=C1)NCCCC)CC12CC(C1)(C2)C(=O)N2CCNCC2 2-Amino-4-(butylamino)-6-((3-(piperazine-1-carbonyl)bicyclo[1.1.1]pentan-1-yl)methyl)pyridin